FC1(CN(CC1)CC1=C(C=CC(=N1)NC1=CC2=C(C=N1)SC(=N2)C2=CC=NC=C2)C2CCOCC2)F 6-[(3,3-Difluoropyrrolidin-1-yl)methyl]-5-(oxan-4-yl)-N-[2-(pyridin-4-yl)-[1,3]thiazolo[5,4-c]pyridin-6-yl]pyridin-2-amine